2-((tert-butoxycarbonyl)amino)-4-(pyridin-3-yl)butanoic acid C(C)(C)(C)OC(=O)NC(C(=O)O)CCC=1C=NC=CC1